3-Chloro-6-(4-chlorothiazol-5-yl)-2-fluorobenzaldehyde ClC=1C(=C(C=O)C(=CC1)C1=C(N=CS1)Cl)F